3-amino-5-fluoro-1-methyl-2,3,4,5-tetrahydro-1H-1-benzazepin-2-one hydrochloride Cl.NC1C(N(C2=C(C(C1)F)C=CC=C2)C)=O